6-(3-amino-6-bromopyrazin-2-yl)-7-fluoro-3,4-dihydroisoquinolin-1(2H)-one NC=1C(=NC(=CN1)Br)C=1C=C2CCNC(C2=CC1F)=O